Cl.C(C1=CC=CC=C1)OC1=CC=C(C=N1)C=1CCNCC1 6-(benzyloxy)-1',2',3',6'-tetrahydro-3,4'-bipyridine hydrochloride